BrC1=CC(=C(C=C1)N1N=CC=N1)OC 2-(4-bromo-2-methoxyphenyl)-2H-1,2,3-triazole